OC1=C(C=C(C=C1)CC(C)=O)OC 4-hydroxy-3-methoxyphenylacetone